FC(C1N(CC1)C=O)F (2-(difluoromethyl)azetidin-1-yl)methanone